tert-Butyl 2-(4-(methoxycarbonyl)phenyl)pyrrolidine-1-carboxylate COC(=O)C1=CC=C(C=C1)C1N(CCC1)C(=O)OC(C)(C)C